5-(7-Chloro-4-((1S,2S)-2-(difluoromethyl)cyclopropyl)pyrrolo[1,2-b]pyridazin-2-yl)pyrimidine-2,4(1H,3H)-dione ClC1=CC=C2N1N=C(C=C2[C@@H]2[C@H](C2)C(F)F)C=2C(NC(NC2)=O)=O